BrC=1C(=C(C=CC1)S(=O)(=O)N(C)C)C 3-bromo-N,N,2-trimethylbenzenesulfonamide